C(C)OC(\C=C\C1=CC(OC)=C(O)C(OC)=C1)=O.C(CC)[Si]1(O[Si](O[Si](O[Si](O1)(C)C)(C)C)(C)C)C propyl-heptamethyl-cyclotetrasiloxane ETHYL-SINAPATE